NC1[C@@H]2CN(C[C@H]12)C(C)=O 1-((1R,5S,6s)-6-amino-3-azabicyclo[3.1.0]hexan-3-yl)ethan-1-one